2-(3-chloro-4-(6-(1-methylcyclopropoxy)-9-((6-methylpyridin-2-yl)methyl)-9H-purin-8-yl)phenyl)acetamide ClC=1C=C(C=CC1C=1N(C2=NC=NC(=C2N1)OC1(CC1)C)CC1=NC(=CC=C1)C)CC(=O)N